C(#N)C=1C=C(C(=O)NC=2C=C(C=CC2)NC(C2=C(C=CC=C2)OC)=O)C=CC1 N-(3-(3-cyanobenzamido)phenyl)-2-methoxybenzamide